C(=O)C=1C=NN(C1C)C=1SC(=CC1C#N)C 2-(4-formyl-5-methyl-1H-pyrazol-1-yl)-5-methylthiophene-3-carbonitrile